magnesium bis(8-hydroxyquinoline) OC=1C=CC=C2C=CC=NC12.OC=1C=CC=C2C=CC=NC12.[Mg]